ON1C=NC2=NC=NC(=C12)N 7-hydroxyadenine